tert-butyl 2-bromo-2-(2-(3-methyltetrahydrofuran-3-yl)phenyl)acetate BrC(C(=O)OC(C)(C)C)C1=C(C=CC=C1)C1(COCC1)C